(S)-6-(Difluoromethyl)-3-(4-(2-methylpiperidin-1-yl)pyrimidin-2-yl)imidazo[1,2-a]pyrazine FC(C=1N=CC=2N(C1)C(=CN2)C2=NC=CC(=N2)N2[C@H](CCCC2)C)F